methyl 4-bromo-2-(((2S)-2-((tert-butoxycarbonyl)amino)-1-cyano-3-(1H-indol-3-yl)propyl)-amino)benzoate BrC1=CC(=C(C(=O)OC)C=C1)NC([C@H](CC1=CNC2=CC=CC=C12)NC(=O)OC(C)(C)C)C#N